N(=[N+]=[N-])CCCCCN1CCN(CC1)C1=NC2=CC=CC=C2C(=N1)C=1C(NC(C1C1=CNC2=CC=CC=C12)=O)=O 3-(2-(4-(5-Azidopentyl)piperazin-1-yl)quinazolin-4-yl)-4-(1H-indol-3-yl)-1H-pyrrole-2,5-dione